4-cyano-4-(dodecylthiocarbonyl)sulfanyl-pentanol C(#N)C(CCCO)(C)SC(=S)CCCCCCCCCCCC